C(#N)C1=CC=C(C=C1)COC1=CC=CC(=N1)N1CC2CCC(C1)N2CC=2N(C1=C(N2)C=CC(=C1)C(=O)O)C[C@H]1OCC1 2-[(3-{6-[(4-cyanophenyl)methoxy]pyridin-2-yl}-3,8-diazabicyclo[3.2.1]octan-8-yl)methyl]-3-[(2S)-oxetan-2-ylmethyl]-1,3-benzodiazole-5-carboxylic acid